C(C)OC(=O)C=1N(C2=C(C=CC=C2C1)F)CC(OCC)OCC 1-(2,2-diethoxyethyl)-7-fluoro-1H-indole-2-carboxylic acid ethyl ester